(1,1-dioxido-thiomorpholino)((1S,5S)-6-(4-methoxynaphthalen-1-yl)-9,9-dimethyl-3,6-diazabicyclo[3.2.2]nonan-3-yl)methanone O=S1(CCN(CC1)C(=O)N1C[C@@H]2CN([C@H](C1)C(C2)(C)C)C2=CC=C(C1=CC=CC=C21)OC)=O